1-[4-(6-benzyloxy-2-phenyl-3,4-dihydronaphthalen-1-yl)phenyl]-4-(dimethoxymethyl)piperidine tert-butyl-(E)-5-(3-ethoxy-3-oxoprop-1-en-1-yl)picolinate C(C)(C)(C)OC(C1=NC=C(C=C1)\C=C\C(=O)OCC)=O.C(C1=CC=CC=C1)OC=1C=C2CCC(=C(C2=CC1)C1=CC=C(C=C1)N1CCC(CC1)C(OC)OC)C1=CC=CC=C1